4-morpholino-N-(3-(m-tolyl)-1H-pyrazol-5-yl)pyrido[3',2':4,5]furo[3,2-d]pyrimidin-2-amine O1CCN(CC1)C=1C2=C(N=C(N1)NC1=CC(=NN1)C=1C=C(C=CC1)C)C1=C(O2)N=CC=C1